3-chloro-5-(cyanomethyl)benzoic acid ClC=1C=C(C(=O)O)C=C(C1)CC#N